normalbutane CCCC